(R)-N-(4-(8-fluoro-1-methyl-2-oxo-1,4-dihydro-2H-benzo[d][1,3]oxazin-6-yl)-5,6,7,8-tetrahydroisoquinolin-8-yl)propanamide FC1=CC(=CC2=C1N(C(OC2)=O)C)C2=CN=CC=1[C@@H](CCCC21)NC(CC)=O